N(=[N+]=[N-])C[C@@]1(N=C2C=C(C(=C(C2=C1)C1=C(C#N)C=CC=C1F)Cl)F)C1=CC=CC=C1 2-((2s,4s)-2-(azidomethyl)-5-chloro-6-fluoro-2-phenylindol-4-yl)-3-fluorobenzonitrile